5-methyl-5-(1-methylvinyl)-2-cyclohexen-1-ol CC1(CC=CC(C1)O)C(=C)C